COC1=C(C(=O)NC2=CC=C(C=C2)CCC(=O)O)C=CC(=C1)OC 3-[4-(2,4-dimethoxybenzoyl)aminophenyl]propionic acid